C(C)C(C(=O)C1=CC=CC=C1)=CC1=C(C=C(C=C1)Cl)O ethyl-3-(4-chloro-2-hydroxyphenyl)-1-phenylprop-2-en-1-one